C(C)OC(=O)C1=C(N=CS1)CBr 4-(bromomethyl)-thiazole-5-carboxylic acid ethyl ester